(Z)-pent-2-enedioate C(\C=C/CC(=O)[O-])(=O)[O-]